[4-(methylthio)phenyl]-2-morpholino-propan CSC1=CC=C(C=C1)CC(C)N1CCOCC1